FC1(CC=C(CC1)C1=C(C=C2C(NC(N3C2=C1SC[C@@H]3COC)=O)=O)C(F)(F)F)F (S)-10-(4,4-difluorocyclohex-1-en-1-yl)-3-(methoxymethyl)-9-(trifluoromethyl)-2,3-dihydro-5H-[1,4]thiazino[2,3,4-ij]quinazoline-5,7(6H)-dione